1-(3-((4,5-dihydro-1H-imidazol-2-yl)thio)propyl)pyrrolidine N1C(=NCC1)SCCCN1CCCC1